N(C(=N)N)CCC(C(=O)O)(CC(=O)O)S 2-guanidinoethyl-mercaptosuccinic acid